(R)-N-(2-(1-(3-chloro-5',6-dimethyl-2-carbonyl-4-((2,4,6-trifluorophenyl)methoxy-d2)-2H-[1,4'-bipyridyl]-2'-yl)-4-fluoro-1H-pyrazol-3-yl)propan-2-yl)acetamide ClC=1C(N(C(=CC1OC([2H])([2H])C1=C(C=C(C=C1F)F)F)C)C1=CC(=NC=C1C)N1N=C(C(=C1)F)C(C)(C)NC(C)=O)=C=O